(4-{[(10Z)-1-oxooctadeca-9-enyl]oxy}phenyl)acetic acid O=C(CCCCCCC\C=C/CCCCCCCC)OC1=CC=C(C=C1)CC(=O)O